ClC1=C(C=C(C=N1)N1CC(N(CC1)C(=O)OC(C)(C)C)(C)C)C tert-butyl 4-(6-chloro-5-methylpyridin-3-yl)-2,2-dimethylpiperazine-1-carboxylate